FC([C@@H](C1=CC=C(C=C1)F)N1N=CC(=C1)C=1C(=C(C=CC1)C1=C(C=2N(C=C1)N=C(N2)N2C(=CC=C2C)C)OC)F)(C)F (R)-7-(3-(1-(2,2-difluoro-1-(4-fluorophenyl)propyl)-1H-pyrazol-4-yl)-2-fluorophenyl)-2-(2,5-dimethyl-1H-pyrrol-1-yl)-8-methoxy-[1,2,4]triazolo[1,5-a]pyridine